C(C)C1(CCC(CC1)NC=1N=CC2=C(N1)NC=C2C2=CC=1N(C=C2)N=CC1)O (1s,4s)-1-ethyl-4-((5-(pyrazolo[1,5-a]pyridin-5-yl)-7H-pyrrolo[2,3-d]pyrimidin-2-yl)amino)cyclohexan-1-ol